1-(2-(2-benzothiazolyl)phenyl)-5-(4-chlorophenyl)-1,4-pentadien-3-one S1C(=NC2=C1C=CC=C2)C2=C(C=CC=C2)C=CC(C=CC2=CC=C(C=C2)Cl)=O